BrC1=CC(=C(C=C1)OC)I 4-bromo-2-iodo-anisole